FC1=CC=C(C=C1)CC1(C=CN=C2N1NC=C2C(=O)N)C(=O)N 7-[(4-fluorophenyl)methyl]pyrazolo[1,5-a]pyrimidine-3,7-dicarboxamide